FC1(C[C@H](CC1)NC1=NC(=NC(=N1)NC1=CC(=NC=C1)C(C)(F)F)C1=NC(=CC=C1)C(F)(F)F)F (S)-N2-(3,3-difluorocyclopentyl)-N4-(2-(1,1-difluoroethyl)pyridin-4-yl)-6-(6-(trifluoromethyl)pyridin-2-yl)-1,3,5-triazine-2,4-diamine